methyl (R)-2-(6-(1-((tert-butoxycarbonyl)amino)ethyl)-5-fluoro-1H-indol-2-yl)-1-cyclopropyl-7-fluoro-1H-benzo[d]imidazole-5-carboxylate C(C)(C)(C)OC(=O)N[C@H](C)C1=C(C=C2C=C(NC2=C1)C1=NC2=C(N1C1CC1)C(=CC(=C2)C(=O)OC)F)F